N1=C(C=CC=C1)CN1C=C(C2=CC(=CC=C12)C#N)C(=O)O 1-(pyridine-2-ylmethyl)-5-cyano-1H-indole-3-carboxylic acid